C1(CCC(CC1)C(=C)C)C 8-p-menthene